OC[C@@H]1[C@H](C1)CN(CCCCCCCC(=O)N(CCCCCCCCCC)CCCCCCCCCC)CCCCCCCC(=O)N(CCCCCCCCCC)CCCCCCCCCC 8,8'-((((1S,2S)-2-(HYDROXYMETHYL)CYCLOPROPYL)METHYL)AZANEDIYL)BIS(N,N-DIDECYLOCTANAMIDE)